ClC1=CC=C(C=C1)C(C)(C(C)C)C(C(=O)OC)C(=O)OC Dimethyl [2-(4-chlorophenyl)-3-methylbutan-2-yl]malonate